Methyl 3-(4-fluorophenyl)-4,5-dihydro-1H-benzo[g]indole-2-carboxylate FC1=CC=C(C=C1)C1=C(NC=2C3=C(CCC12)C=CC=C3)C(=O)OC